bis-(dimethylamino)vinylmethylsilane CN(C)C(=CC[SiH3])N(C)C